C1=NC=C(C2=CC=CC=C12)C=1C=C(C=CC1OC1=CC=C(C=C1)C(F)(F)F)S(=O)(=O)NC 3-(isoquinolin-4-yl)-N-methyl-4-[4-(trifluoromethyl)phenoxy]benzene-1-sulfonamide